(Z)-4-(5-acetamido-3-chloro-2-methylphenyl)but-3-enoic acid C(C)(=O)NC=1C=C(C(=C(C1)\C=C/CC(=O)O)C)Cl